C(#N)C1=C(C=CC(=C1)F)N1CC2(C1)CC(C2)OC=2C=CC(=NC2C(=O)N[C@H]2CNCC2)C=2C(=NC=CC2)OCC (R)-5-((2-(2-cyano-4-fluorophenyl)-2-azaspiro[3.3]heptan-6-yl)oxy)-2'-ethoxy-N-(pyrrolidin-3-yl)-[2,3'-bipyridine]-6-carboxamide